[5-(4,6-dimethyl-pyrimidin-2-yl)-hexahydro-pyrrolo[3,4-c]pyrrol-2-yl]-(2-fluoro-6-[1,2,3]triazol-2-yl-phenyl)-methanone CC1=NC(=NC(=C1)C)N1CC2C(C1)CN(C2)C(=O)C2=C(C=CC=C2N2N=CC=N2)F